C(#N)[C@H](C[C@H]1C(NC(C1)(C)C)=O)NC([C@H](CC1CC1)NC(=O)C=1NC2=C(C=CC(=C2C1)OC)F)=O N-((S)-1-(((s)-1-cyano-2-((R)-5,5-dimethyl-2-oxopyrrolidin-3-yl)ethyl)amino)-3-cyclopropyl-1-oxopropan-2-yl)-7-fluoro-4-methoxy-1H-indole-2-carboxamide